Diphenylphosphinobenzenesulfonic acid lithium salt [Li+].C1(=CC=CC=C1)P(C1=CC=CC=C1)C1=C(C=CC=C1)S(=O)(=O)[O-]